OC(CCCCCC(=O)O)C(=CC=CCC=CC=CC(CC=CCC)O)O 7,8,17-trihydroxy-8,10,13,15,19-docosapentaenoic acid